COC(C(C(=O)OC)CNC(C1=C(C=CC=C1)C(F)(F)F)=O)=O ({[2-(trifluoromethyl)benzoyl]amino}methyl)malonic acid dimethyl ester